dipalmitoylglyceramide C(CCCCCCCCCCCCCCC)(=O)C(C(C(=O)N)O)(O)C(CCCCCCCCCCCCCCC)=O